4-(2-Fluoro-6-methoxyphenyl)-N-(5-((R)-2-methoxypropoxy)-1,3,4-thiadiazol-2-yl)-6-methylnicotinamide FC1=C(C(=CC=C1)OC)C1=CC(=NC=C1C(=O)NC=1SC(=NN1)OC[C@@H](C)OC)C